FC=1C=C(C=CC1)[C@@H]1CCC(O1)=O (S)-5-(3-fluorophenyl)dihydrofuran-2(3H)-one